4-[3-(3-methylphenyl)-1H-pyrazol-1-yl]-6-(oxepan-4-yl)-2-[(oxolan-2-yl)methoxy]pyrimidine CC=1C=C(C=CC1)C1=NN(C=C1)C1=NC(=NC(=C1)C1CCOCCC1)OCC1OCCC1